N,N,N-trimethylethan-1-ylammonium C[N+](C)(C)CC